[C@@H]12N(C[C@@H](NC1)C2)C=2C=CC=1N=CN=C(C1N2)NC2=C(C(=C(C=C2)OC)Cl)F 6-((1S,4S)-2,5-Diazabicyclo[2.2.1]heptan-2-yl)-N-(3-chloro-2-fluoro-4-methoxyphenyl)pyrido[3,2-d]pyrimidin-4-amine